[Cu].[Co].[Mn].[Zn] zinc-manganese-cobalt-copper